tert-butyl 5-bromo-3-(4-((5-(tert-butyl)-1,2,4-oxadiazole-3-carboxamido) methyl)-3-methylphenyl)-1H-pyrazolo[3,4-b]pyridine-1-carboxylate BrC=1C=C2C(=NC1)N(N=C2C2=CC(=C(C=C2)CNC(=O)C2=NOC(=N2)C(C)(C)C)C)C(=O)OC(C)(C)C